NC1=C(C(=O)NC)C=C(C=C1Br)F 2-amino-3-bromo-5-fluoro-N-methylbenzamide